diaminodinaphthyl-bipyridyl NC1=C(C(=C(C(=N1)C1=NC=CC=C1)C1=CC=CC2=CC=CC=C12)C1=CC=CC2=CC=CC=C12)N